6-(10-hydroxydecyl)-2,3-dimethoxy-5-methyl-1,4-benzoquinone OCCCCCCCCCCC1=C(C(C(=C(C1=O)OC)OC)=O)C